ClC=1C=C(NC2(CCC3(C(=CC4=CC=CC=C34)C3=CC(=C(C=C3)OC)C)CC2)C(=O)O)C=CC1 (1r,4r)-4-(3-chloroanilino)-2'-(4-methoxy-3-methylphenyl)spiro[cyclohexane-1,1'-indene]-4-carboxylic acid